BrC=1C=C2C(=NN(C2=CC1)C1=CC=NC=C1)COC1=C(C=CC=C1)CC(=O)OCC ethyl 2-(2-((5-bromo-1-(pyridin-4-yl)-1H-indazol-3-yl)methoxy)phenyl)acetate